3-(5-((4-((4-(4-chlorophenyl)-5,6-dihydro-2H-pyran-3-yl)methyl)piperazin-1-yl)methyl)-1-oxoisoindolin-2-yl)piperidine-2,6-dione ClC1=CC=C(C=C1)C1=C(COCC1)CN1CCN(CC1)CC=1C=C2CN(C(C2=CC1)=O)C1C(NC(CC1)=O)=O